2-amino-N-(5-(trifluoromethyl)thiazol-2-yl)benzamide NC1=C(C(=O)NC=2SC(=CN2)C(F)(F)F)C=CC=C1